1,2-DICHLORO-1-FLUORoETHAN ClC(CCl)F